ClC1=C(OCC2=NC=CC=C2)C=C(C(=C1)[N+](=O)[O-])F 2-((2-chloro-5-fluoro-4-nitrophenoxy)methyl)pyridine